BrC=1C(=NN(C1)CCOC)NC(OC(C)(C)C)=O tert-butyl N-[4-bromo-1-(2-methoxyethyl)pyrazol-3-yl]carbamate